Ethyl-2-(3-cyanophenyl)-3-(2,6-dimethyl-4-pyridinyl)pyrazolo[1,5-a]Pyrimidine C(C)C1=NC=2N(C=C1)N=C(C2C2=CC(=NC(=C2)C)C)C2=CC(=CC=C2)C#N